[F-].C[N+](CCC)(CCC)CCC methyltripropyl-ammonium fluoride